COCCNCC1=CC(=NC=C1)C=1C=C2CN(C(C2=CC1)=O)C1C(NC(CC1)=O)=O 3-(5-(4-(((2-methoxyethyl)amino)methyl)pyridin-2-yl)-1-oxoisoindolin-2-yl)piperidine-2,6-dione